OC(CC(=O)O)CCO 3,5-dihydroxyvaleric acid